tert-butyl 4-(5-(5-((2-azaspiro[3.3]heptan-2-yl)methyl)-6-aminopyridin-2-yl)-1-oxoisoindolin-2-yl)-5-amino-5-oxopentanoate C1N(CC12CCC2)CC=2C=CC(=NC2N)C=2C=C1CN(C(C1=CC2)=O)C(CCC(=O)OC(C)(C)C)C(=O)N